Cl.FC=1C=C(C=CC1F)C1=CC(=CC=C1O[C@@H]1CNCC1)C(=O)N1CCN(CC1)C(=O)C1=CC(=CC(=C1)N1CCNCC1)F (S)-(4-(3',4'-difluoro-6-(pyrrolidin-3-yloxy)-[1,1'-biphenyl]-3-carbonyl)piperazin-1-yl)(3-fluoro-5-(piperazin-1-yl)phenyl)methanone hydrochloride